4-[(4-chloro-2-hydroxy-benzoyl)amino]butanoic acid monosodium salt [Na+].ClC1=CC(=C(C(=O)NCCCC(=O)[O-])C=C1)O